tert-butyl 4-(5-iodo-6-methylpyrimidin-4-yl)piperazine-1-carboxylate IC=1C(=NC=NC1C)N1CCN(CC1)C(=O)OC(C)(C)C